(4-(1-ethoxyvinyl)phenyl)-1-methyl-1H-tetrazole C(C)OC(=C)C1=CC=C(C=C1)C1=NN=NN1C